6-((5-fluoro-1-(triisopropylsilyl)-1H-indol-3-yl)methyl)piperidin-2-one FC=1C=C2C(=CN(C2=CC1)[Si](C(C)C)(C(C)C)C(C)C)CC1CCCC(N1)=O